1-(4-chlorophenyl)-1H-pyrazol-3-yl-3-(difluoromethyl)-1-methyl-1H-pyrazole-4-carboxylate ClC1=CC=C(C=C1)N1N=C(C=C1)C1=C(C(=NN1C)C(F)F)C(=O)[O-]